SCCC[Si](C)(OC)OC (3-mercaptopropyl)(dimethoxy)(methyl)silane